CC=1C(=C(C=CC1)S(=O)(=O)N)C(=O)OC methyl-2-methoxycarbonyl-benzenesulfonamide